(S)-(4,5-dihydrobenzo[b]imidazo[1,2-d][1,4]oxazepin-4-yl)methanol C1=CN=C2N1C1=C(OC[C@@H]2CO)C=CC=C1